C1(CC1)\C(\C1=CC(=C(C=N1)C=1C=2N(C3=CC(=NC=C3C1)NC(=O)[C@@H]1[C@@H](C1)F)C=CN2)C)=N/O (1R,2R)-N-(4-(6-((E)-cyclopropyl-(hydroxyimino)methyl)-4-methylpyridin-3-yl)imidazo[1,2-a][1,6]naphthyridin-8-yl)-2-fluorocyclopropane-1-carboxamide